cyano-[1,1'-biphenyl]-4-sulfonyl chloride C(#N)C1=C(C=CC(=C1)S(=O)(=O)Cl)C1=CC=CC=C1